Trans-4-(2-(4-(benzo[d]isothiazol-3-yl)piperazin-1-yl)ethyl)cyclohexane-1-amine S1N=C(C2=C1C=CC=C2)N2CCN(CC2)CC[C@@H]2CC[C@H](CC2)N